7-(m-tolyl)-7H-pyrrolo[2,3-H]quinazoline C1(=CC(=CC=C1)N1C=CC=2C1=CC=C1C=NC=NC21)C